O=C1NC(CCC1OC1=CC=C(C(=O)OC(C)(C)C)C=C1)=O tert-butyl 4-[(2,6-dioxo-3-piperidyl)oxy]benzoate